C(C)OC(=O)C=1COCC1NC1=NC=C(N=C1SC)Br.C1(=CC=CC=C1)[B-](C1=CC=CC=C1)(C1=CC=CC=C1)C1=CC=CC=C1.C(C)C=1N(C=C([NH+]1)C)C 2-ethyl-1,4-dimethylimidazolium tetraphenyl-borate ethyl-4-((5-bromo-3-(methylthio)pyrazin-2-yl)amino)-2,5-dihydrofuran-3-carboxylate